(3S)-2-benzyloxycarbonyl-3,4-dihydro-1H-isoquinoline-3-carboxylic acid C(C1=CC=CC=C1)OC(=O)N1CC2=CC=CC=C2C[C@H]1C(=O)O